C(C)(C)(C)OC(=O)C=1C=NC=NC1C 6-methyl-pyrimidine-5-carboxylic acid tert-butyl ester